COC=1C=C(C=C(C1)OC)NC1=CC=C2N=CC(=NC2=C1)C=1C=NN(C1)[C@H]1CN(CC1)C(=O)C1(CN(C1)C(\C=C\CN(C)C)=O)F (R,E)-1-(3-(3-(4-(7-((3,5-dimethoxyphenyl)amino)-quinoxalin-2-yl)-1H-pyrazol-1-yl)pyrrolidine-1-carbonyl)-3-fluoro-azetidin-1-yl)-4-(dimethyl-amino)but-2-en-1-one